C1(CC1)C(=O)NC1=NC=CC(=C1)OC1=CC(=C(C=C1F)NC(=O)C1=CC=C2C=CNC2=C1)F N-(4-((2-(cyclopropanecarboxamido)pyridin-4-yl)oxy)-2,5-difluorophenyl)-1H-indole-6-carboxamide